N-((5-fluoro-6-((5-methylisoxazol-3-yl)methoxy)-1H-indol-2-yl)methyl)-1-methylcyclopropane-1-carboxamide FC=1C=C2C=C(NC2=CC1OCC1=NOC(=C1)C)CNC(=O)C1(CC1)C